C(CCCCC)NCCCC[C@H](N)C(=O)O Nε-Hexyllysine